tert-butyl 5-(1-tert-butoxycarbonyl-3-methyl-3,4-dihydro-2H-pyridin-6-yl)-7-methyl-indazole-1-carboxylate C(C)(C)(C)OC(=O)N1CC(CC=C1C=1C=C2C=NN(C2=C(C1)C)C(=O)OC(C)(C)C)C